3-(1-isopropyl-1H-pyrazole-3-yl)-2-chloro-benzenethiol C(C)(C)N1N=C(C=C1)C=1C(=C(C=CC1)S)Cl